C1(CC1)C1=CC=C(C=C1)C=1C=CC2=C(C(=C(O2)C)C(=O)NC(CO)(CC(F)F)C)C1 5-(4-cyclopropylphenyl)-N-(4,4-difluoro-1-hydroxy-2-methylbutan-2-yl)-2-methylbenzofuran-3-carboxamide